(1S,2S)-N-(5-(3-chloro-4-methyl-1H-pyrrolo[2,3-b]pyridin-5-yl)pyrazolo[1,5-a]pyridin-2-yl)-2-fluorocyclopropane-1-carboxamide ClC1=CNC2=NC=C(C(=C21)C)C2=CC=1N(C=C2)N=C(C1)NC(=O)[C@H]1[C@H](C1)F